C(=C)(C)C1C=CC1C(=C)C 3,4-diisopropenylcyclobutene